2-(3,4-Dimethoxyphenyl)-5-(piperidin-4-yl)-3-(2,2,2-trifluoroethyl)-1H-indole COC=1C=C(C=CC1OC)C=1NC2=CC=C(C=C2C1CC(F)(F)F)C1CCNCC1